OC=1C=CC=C2C=CC=NC12.[Mn+2] manganese (II) 8-hydroxyquinoline